C(C)(C)(C)OC(=O)NCCCCCC(=O)OC(CCCCCC)CCCCCC tridecan-7-yl 6-((tert-butoxycarbonyl)amino)hexanoate